C(#N)C1=CC=C(C=N1)NC(=O)C=1C(=NC=C(C1)C(F)(F)F)OC1=C(C=C(C=C1)F)OC N-(6-cyano-3-pyridyl)-2-(4-fluoro-2-methoxy-phenoxy)-5-(trifluoromethyl)pyridine-3-carboxamide